((6-(isopropyl(methyl)amino)-2-(6-(5-methyl-5,6-dihydro-8H-[1,2,4]triazolo[3,4-c][1,4]oxazin-3-yl)pyridin-2-yl)-1-oxo-2,3-dihydro-1H-pyrrolo[3,4-c]pyridin-4-yl) Methyl)(methyl)carbamate C(C)(C)N(C1=CC2=C(C(=N1)COC(NC)=O)CN(C2=O)C2=NC(=CC=C2)C2=NN=C1COCC(N12)C)C